3-Amino-3-{[1-(3,3-dimethylcyclohexanecarbonyloxy)propan-2-yl]carbamoyl}propanoic acid NC(CC(=O)O)C(NC(COC(=O)C1CC(CCC1)(C)C)C)=O